C=1N=CN2C1C(=CC=C2)C(=O)N2C[C@H]([C@@H](CC2)C(C)C)NC([C@H](C(C)(C)C)NS(=O)(=O)C)=O (S)-N-((3S,4S)-1-(imidazo[1,5-a]pyridine-8-carbonyl)-4-isopropylpiperidin-3-yl)-3,3-dimethyl-2-(methylsulfonamido)butanamide